ClC1=C2CN(C(NC2=CC(=C1)CN1CCN(CC1)C=1C=CC(=NC1Cl)C(=O)NC)=O)CC 5-(4-((5-chloro-3-ethyl-2-oxo-1,2,3,4-tetrahydroquinazolin-7-yl)methyl)piperazin-1-yl)-6-chloro-N-methylpyridineamide